S(=O)(=O)(O)OC1=CC(O)=CC=C1 resorcinol sulfate